OC=1C(=CC2=CC=CC=C2C1)C(=O)NN=C(CC(C)C)C 3-hydroxy-N'-(1,3-dimethylbutylidene)-2-naphthoic acid hydrazide